C(C)OC(=O)C1N=C(OC1)C=1C(=NC=NC1)SC 2-(4-(methylthio)pyrimidin-5-yl)-4,5-dihydrooxazole-4-carboxylic acid ethyl ester